C1(CCC1)COC1=NC=CC(=C1)B1OC(C(O1)(C)C)(C)C 2-(cyclobutylmethoxy)-4-(4,4,5,5-tetramethyl-1,3,2-dioxaborolan-2-yl)pyridine